Cl.Cl.N(=NC(C(=N)NCC=C)(C)C)C(C(=N)NCC=C)(C)C 2,2'-azobis[2-methyl-N-(2-propenyl)propionamidin] dihydrochloride